1,4-dioxaspiro[4.5]decan-8-ylamino-5-fluoro-3H-isoindol-1-one O1CCOC12CCC(CC2)NC2NC(C1=CC=C(C=C21)F)=O